(E)-10-(2-Methoxybenzylidene)-3,3-dimethyl-2,3,4a,9,9a,10-hexahydro-1H-indeno[1,2-c]pyrazolo[1,2-a]pyrazol-1-one COC1=C(\C=C\2/C3C(N4N2C(CC4(C)C)=O)C=4C=CC=CC4C3)C=CC=C1